[Br-].N1=CC(=CC=C1)[Zn+] 3-Pyridylzinc bromide